NC1=NC(=C(C=C1C=1C=C2CCNC(C2=CC1F)=O)C1=CC(=C(C=C1)N1CCSCC1)CN1CCC(CC1)OC)F 6-(2-amino-6-fluoro-5-(3-((4-methoxypiperidin-1-yl)methyl)-4-thiomorpholinophenyl)pyridin-3-yl)-7-fluoro-3,4-dihydroisoquinolin-1(2H)-one